Ethyl (2R)-3-amino-2-(benzyloxycarbonylamino)propanoate NC[C@H](C(=O)OCC)NC(=O)OCC1=CC=CC=C1